8-bromo-2-chloroimidazo[1,2-b]pyridazine-7-carboxylic acid ethyl ester C(C)OC(=O)C1=C(C=2N(N=C1)C=C(N2)Cl)Br